[N+3].[N+](=O)([O-])[O-].C(C)(=O)C1=CC(=NC(=C1)N1C=NC=C1)C(=O)NC1CCC(CC1)OCCOC.[N+](=O)([O-])[O-].[N+](=O)([O-])[O-] 4-acetyl-6-(1H-imidazol-1-yl)-N-((1r,4r)-4-(2-methoxyethoxy)cyclohexyl)picolinamide R-nitrate nitrogen